(10R)-6-(2,6-dimethylphenyl)-10-methyl-2,2-dioxo-12-spiro[2.3]hexan-5-yl-9-oxa-2λ6-thia-3,5,12,19-tetrazatricyclo[12.3.1.14,8]nonadeca-1(18),4(19),5,7,14,16-hexaen-13-one CC1=C(C(=CC=C1)C)C1=NC=2NS(C=3C=CC=C(C(N(C[C@H](OC(=C1)N2)C)C2CC1(CC1)C2)=O)C3)(=O)=O